9-(2,3-difluorophenyl)-3,4-dihydropyrido[2,1-c][1,2,4]thiadiazine 2,2-dioxide FC1=C(C=CC=C1F)C1=CC=CN2C1=NS(CC2)(=O)=O